7-[[4-[[(1S)-2-hydroxy-1-phenyl-ethyl]amino]-5-(5-methyl-1,2,4-oxadiazol-3-yl)pyrimidin-2-yl]amino]-3,3-dimethyl-2,4-dihydroisoquinolin-1-one OC[C@H](C1=CC=CC=C1)NC1=NC(=NC=C1C1=NOC(=N1)C)NC1=CC=C2CC(NC(C2=C1)=O)(C)C